2-hydroxy-methyl-3-nitropyridine OC1=NC=CC(=C1[N+](=O)[O-])C